5-(4-(dibenzo[b,d]thiophen-2-yl)-3,5,6-tris(3,6-dimethyl-9H-carbazol-9-yl)pyridin-2-yl)-10-phenyl-5,10-dihydrophenazine C1=C(C=CC=2SC3=C(C21)C=CC=C3)C3=C(C(=NC(=C3N3C2=CC=C(C=C2C=2C=C(C=CC32)C)C)N3C2=CC=C(C=C2C=2C=C(C=CC32)C)C)N3C=2C=CC=CC2N(C2=CC=CC=C32)C3=CC=CC=C3)N3C2=CC=C(C=C2C=2C=C(C=CC32)C)C